bis(2-hydroxyethoxy)thiourea OCCONC(NOCCO)=S